Benzylidenebenzofuran-3(2H)-one C(C1=CC=CC=C1)=C1OC2=C(C1=O)C=CC=C2